[Cl-].[Cl-].C(C)(C)[Zr+2](C1C2=CC=CC=C2C=2C=CC=CC12)C1C=CC=C1 isopropyl-(cyclopentadienyl)(9-fluorenyl)zirconium dichloride